2-amino-5-((4-chlorophenyl)amino)-4'-sulfamoyl-[1,1'-biphenyl]-3-carboxamide NC1=C(C=C(C=C1C(=O)N)NC1=CC=C(C=C1)Cl)C1=CC=C(C=C1)S(N)(=O)=O